octafluoro-1,3-pentadiene FC(C(=C(C(=C(F)F)F)F)F)(F)F